S1C(=CC=C1)C1=CC=CS1 5-(thiophen-2-yl)thiophen